FC1=C(C(=O)NC)C(=CC=N1)I 2-Fluoro-4-iodo-N-methylnicotinamide